C(C)C1=C(C(=C(N1N)C(=O)OC(CF)COC1=CC2=C(N=C(S2)\C=C\C=C\C=2C=NC(=CC2)NC)C=C1)C)C#N 1-fluoro-3-(2-((1E,3E)-4-(6-(methylamino)pyridin-3-yl)butan-1,3-dienyl)benzo[d]thiazol-6-yloxy)propan-2-ol ethyl-1-amino-4-cyano-3-methyl-1H-pyrrole-2-carboxylate